O1COC2=C1C=CC(=C2)[C@@H](NC(N[C@H](COC(N(CC2=CC=C(C=C2)C)CC2=CC=C(C=C2)C)=O)CCCC)=O)CC(=O)OC methyl (6S,10S)-10-(1,3-benzodioxol-5-yl)-6-butyl-2-(4-methylbenzyl)-1-(4-methylphenyl)-3,8-dioxo-4-oxa-2,7,9-triazadodecan-12-oate